trifluoro-n-octyl acrylate C(C=C)(=O)OCCCCCCCC(F)(F)F